α-methylenecitronellal CC(CCC=C(C)C)C(=C)C=O